3-(4-nitro-1-oxo-1,3-dihydro-isoindol-2-yl)-2,6-dioxo-piperidine-1-carboxylic acid [N+](=O)([O-])C1=C2CN(C(C2=CC=C1)=O)C1C(N(C(CC1)=O)C(=O)O)=O